(1S*,2S*)-methyl 2-((3-((1-(4-chlorophenyl)-2-oxo-2-(6-(trifluoromethoxy)indolin-1-yl)ethyl)amino)-5-methoxyphenoxy)methyl)cyclopropanecarboxylate ClC1=CC=C(C=C1)C(C(N1CCC2=CC=C(C=C12)OC(F)(F)F)=O)NC=1C=C(OC[C@@H]2[C@H](C2)C(=O)OC)C=C(C1)OC |o1:30,31|